C1(CC1)C1=C(C=C2C(=NC(N(C2=C1)C1=C(C=CC=C1)C(F)(F)F)=O)NC)C#N 7-cyclopropyl-4-(methylamino)-2-oxo-1-(2-(trifluoromethyl)phenyl)-1,2-dihydro-quinazoline-6-carbonitrile